S1C=C(C=C1)C(=O)NC=1C=C(C=CC1)C=1N=CC2=C(N1)SC(=C2)C(=O)N 3-(thiophene-3-carboxamido)phenyl-thieno[2,3-d]pyrimidine-6-carboxamide